rac-(3S)-1-[6-[3-(5-chloro-2-fluoro-phenyl)-1H-pyrazol-4-yl]-3-quinolyl]-N,N-dimethyl-pyrrolidin-3-amine ClC=1C=CC(=C(C1)C1=NNC=C1C=1C=C2C=C(C=NC2=CC1)N1C[C@H](CC1)N(C)C)F |r|